tert-butyl 5-(5-amino-2-(2,4-difluorophenoxy)phenyl)-7-methyl-8-oxo-3,4,7,8-tetrahydro-2,7-naphthyridine-2(1H)-carboxylate NC=1C=CC(=C(C1)C=1C=2CCN(CC2C(N(C1)C)=O)C(=O)OC(C)(C)C)OC1=C(C=C(C=C1)F)F